bis(methylcyclopentadienyl)yttrium chloride [Cl-].CC1(C=CC=C1)[Y+]C1(C=CC=C1)C